ClC1=CC=C(CNC(NC2=CC=C(CN(S(=O)(=O)C)C)C=C2)=O)C=C1 N-(4-(3-(4-chlorobenzyl)ureido)benzyl)-N-methylmethanesulfonamide